2-(4-(3-isopropyl-2-(7-methyltetrazolo[1,5-a]pyridin-6-yl)-1H-indol-5-yl)piperidin-1-yl)-N-methylacetamide C(C)(C)C1=C(NC2=CC=C(C=C12)C1CCN(CC1)CC(=O)NC)C=1C(=CC=2N(C1)N=NN2)C